pyrazolylcyclononan-8-one N1N=C(C=C1)C1CCCCCCC(C1)=O